COC(=O)C1=CC2=C(N(C(=N2)C=2N3C(CNC4=CC=CC(C2)=C34)CC)C)C(=C1)OC 2-(11-ethyl-1,9-diazatricyclo[6.3.1.04,12]dodeca-2,4(12),5,7-tetraen-2-yl)-7-methoxy-1-methyl-benzimidazole-5-carboxylic acid methyl ester